CC=1C=C(C=CC1)N(C1=CC=CC=C1)C1=C(C(=C(C=C1)N(C1=CC=CC=C1)C1=CC=CC=C1)N(C1=CC(=CC=C1)C)C1=CC=CC=C1)N(C1=CC(=CC=C1)C)C1=CC=CC=C1 tris[(3-methylphenyl)phenylamino]triphenylamine